5-{1-fluoro-3-hydroxy-7-[2-(1-methylcyclopropyl)ethoxy]naphthalen-2-yl}-1λ6,2,5-thiadiazolidine-1,1,3-trione FC1=C(C(=CC2=CC=C(C=C12)OCCC1(CC1)C)O)N1CC(NS1(=O)=O)=O